8-amino-N-[4-({[1-(4,4-dimethylcyclohexyl)piperidin-4-yl]oxy}methyl)-1,3-thiazol-2-yl]-4,4-dimethyl-4,5-dihydro-1H-pyrazolo[4,3-H]quinazoline-3-carboxamide trihydrochloride Cl.Cl.Cl.NC1=NC=2C3=C(C(CC2C=N1)(C)C)C(=NN3)C(=O)NC=3SC=C(N3)COC3CCN(CC3)C3CCC(CC3)(C)C